CCC=CC beta-ethyl-Propylene